(hexafluoroisopropyl)magnesium diborate B([O-])([O-])OB([O-])[O-].FC(C(C(F)(F)F)[Mg+])(F)F.FC(C(C(F)(F)F)[Mg+])(F)F.FC(C(C(F)(F)F)[Mg+])(F)F.FC(C(C(F)(F)F)[Mg+])(F)F